C1(=C(C(=CC=C1)C(=O)O)C(=O)O)C1=C(C(=CC=C1)C(=O)O)C(=O)O biphenyl-2,2',3,3'-tetracarboxylic acid